C(#N)C=1C(=NN2C1N=CC=C2C(=O)OCC)COC(C)C ethyl 3-cyano-2-(isopropoxymethyl)pyrazolo[1,5-a]pyrimidine-7-carboxylate